6-(cyclopenten-1-yl)-2-[(2-methyl-3-pyridinyl)amino]pyridine-3-carbonitrile C1(=CCCC1)C1=CC=C(C(=N1)NC=1C(=NC=CC1)C)C#N